1-(4-((3,3-difluoroazetidin-1-yl)methyl)-3-fluorophenyl)-1H-1,2,3-triazole-4-carboxylic acid FC1(CN(C1)CC1=C(C=C(C=C1)N1N=NC(=C1)C(=O)O)F)F